5-(6-cyclopropyl-1H-pyrrolo[2,3-b]pyridin-3-yl)-N-(pyridin-3-yl)pyrazolo[1,5-a]pyridine-3-carboxamide C1(CC1)C1=CC=C2C(=N1)NC=C2C2=CC=1N(C=C2)N=CC1C(=O)NC=1C=NC=CC1